ClCOC(=O)N1CC(C1)OC 3-Methoxyazetidine-1-carboxylic acid chloromethyl ester